(S)-4-(aminomethyl)-N-(3-(3-(fluoro(4-methyl-4H-1,2,4-triazol-3-yl)methyl)oxetan-3-yl)phenyl)-6-(trifluoromethyl)picolinamide formate C(=O)O.NCC1=CC(=NC(=C1)C(F)(F)F)C(=O)NC1=CC(=CC=C1)C1(COC1)[C@@H](C1=NN=CN1C)F